C(C)(C)(C)OC(=O)N1CCC(CC1)(F)CNC=1C=2N(C=C(N1)C1=CC=NS1)C=C(N2)C(N)=O 4-[(2-Carbamoyl-6-isothiazol-5-yl-imidazo[1,2-a]pyrazin-8-ylamino)-methyl]-4-fluoro-piperidine-1-carboxylic acid tert-butyl ester